N6-(2-(4-nitrophenyl)-2-oxoacetyl)lysine [N+](=O)([O-])C1=CC=C(C=C1)C(C(=O)NCCCC[C@H](N)C(=O)O)=O